C(CCCCCCCC)(=O)[O-].[Nd+3].C(CCCCCCCC)(=O)[O-].C(CCCCCCCC)(=O)[O-] neodymium pelargonate